C(C)(C)NC(OC1CC(CC1)C=1C=C2C(=NC1)NC=C2)=O [3-(1H-pyrrolo[2,3-b]pyridin-5-yl) cyclopentyl] N-isopropylcarbamate